ClC=1C(=NC(=NC1)N1CCN(CC1)C(=O)OC(C)(C)C)N[C@H](C)C1=C(C=C(C=C1)Cl)Cl tert-butyl 4-[5-chloro-4-[[(1R)-1-(2,4-dichlorophenyl)ethyl]amino]pyrimidin-2-yl]piperazine-1-carboxylate